4-((4-(7-methyl-[1,2,4]triazolo[1,5-a]pyridin-6-yl)piperidin-1-yl)sulfonyl)benzo[c][1,2,5]oxadiazole CC1=CC=2N(C=C1C1CCN(CC1)S(=O)(=O)C1=CC=CC3=NON=C31)N=CN2